3-(tetrahydro-2H-thiopyran-4-yl)-7-(trifluoromethyl)indolin-2-one S1CCC(CC1)C1C(NC2=C(C=CC=C12)C(F)(F)F)=O